Cl.Cl.N=1N(N=CC1)C[C@@H](C)N (2R)-1-(2H-1,2,3-triazole-2-yl)propan-2-amine dihydrochloride